FC1=C(C=CC(=C1)N=C=O)NC(C=C)=O N-(2-fluoro-4-isocyanatophenyl)acrylamide